ethyl 3-(3-(N,N-bis(4-methoxybenzyl)sulfamoyl)-4-fluoro-1H-pyrazol-1-yl)-3-methylbutanoate COC1=CC=C(CN(S(=O)(=O)C2=NN(C=C2F)C(CC(=O)OCC)(C)C)CC2=CC=C(C=C2)OC)C=C1